C(=C)OC1=C(C=C(C=C1)C)C 1-vinyloxy-2,4-xylene